aluminum n-butyl sec-butylphosphinate C(C)(CC)P(OCCCC)=O.[Al]